N1C=CC2=CC(=CC=C12)S(=O)(=O)Cl 1H-indole-5-sulfonyl chloride